1-(4-(3-Chloro-2-methylphenyl)piperazin-1-yl)-2-(5-fluoro-3-(4-(2-hydroxyacetyl)piperazin-1-carbonyl)-4,5,6,7-tetrahydro-1H-indazol-1-yl)ethan-1-on ClC=1C(=C(C=CC1)N1CCN(CC1)C(CN1N=C(C=2CC(CCC12)F)C(=O)N1CCN(CC1)C(CO)=O)=O)C